C(C)N(CCNC(C1=C(C=CC=C1)I)=O)CC N-(2-diethylaminoethyl)iodobenzamide